NCCCCCCC(=O)NC1=C(C(=O)NC=2SC(=C(N2)C)C)C=CC=C1 2-(7-Aminoheptanamido)-N-(4,5-dimethylthiazol-2-yl)benzamide